rac-(1r,2r,4s,5r,6s)-6-hydroxy-4-(2-methoxypyridin-4-yl)-N-(4-(trifluoromethyl)pyridin-2-yl)-8-oxatricyclo[3.2.1.02,4]octane-2-carboxamide O[C@@H]1[C@H]2[C@@]3(C[C@@]3([C@@H](C1)O2)C(=O)NC2=NC=CC(=C2)C(F)(F)F)C2=CC(=NC=C2)OC |r|